N-((2-(2,6-dioxopiperidin-3-yl)-1-oxoisoindolin-5-yl)methyl)-2,2-difluoro-2-(p-tolyl)acetamide O=C1NC(CCC1N1C(C2=CC=C(C=C2C1)CNC(C(C1=CC=C(C=C1)C)(F)F)=O)=O)=O